ethyl 4-(4-{3-[(tert-butoxycarbonyl) amino] propionylamino}-1-methylpyrrole-2-amidyl)-1-methylimidazole-2-carboxylate C(C)(C)(C)OC(=O)NCCC(=O)NC=1C=C(N(C1)C)C(=O)NC=1N=C(N(C1)C)C(=O)OCC